ClC=1C(=CC2=C(C=3N([C@@H](CO2)C(C)C)C=C(C(C3)=O)B(O)O)C1)OCCCOC (R)-(2-Chloro-7-isopropyl-3-(3-methoxypropoxy)-11-oxo-6,7-dihydro-11H-benzo[f]pyrido[1,2-d][1,4]oxazepin-10-yl)boronic acid